C(C)(C)(C)OC(=O)N[C@H](CCC(=O)OC)C1CC1 methyl (4R)-4-(tert-butoxycarbonylamino)-4-cyclopropyl-butyrate